N-Palmitoylsphingosine C(CCCCCCCCCCCCCCC)(=O)N[C@@H](CO)[C@H](O)\C=C\CCCCCCCCCCCCC